COC=1C=C(C=CC1)C1=CN=C(O1)N[C@@H](CC1=CC=C(C=C1)NS(=O)(=O)O)C=1N=C(SC1)C=1SC=CC1 4-{(S)-2-[5-(3-methoxyphenyl)oxazol-2-ylamino]-2-[(2-thiophen-2-yl)thiazol-4-yl]Ethyl}phenylaminosulfonic acid